5-(5-{(1S)-1-[3-cyclopropyl-5-(trifluoromethoxy)benzamido]ethyl}-3-methyl-1H-1,2,4-triazol-1-yl)pyrazine-2-carboxylic acid methyl ester COC(=O)C1=NC=C(N=C1)N1N=C(N=C1[C@H](C)NC(C1=CC(=CC(=C1)OC(F)(F)F)C1CC1)=O)C